N-((6-methoxy-5-(trifluoromethyl)-1H-indol-2-yl)methyl)-1-methylcyclopropane-1-carboxamide COC1=C(C=C2C=C(NC2=C1)CNC(=O)C1(CC1)C)C(F)(F)F